3-(2-chlorophenyl)-5-(pyridin-2-yl)-1,2,4-thiadiazole ClC1=C(C=CC=C1)C1=NSC(=N1)C1=NC=CC=C1